C1(CC1)OC1=C(C=C(C=C1F)F)CN (2-cyclopropoxy-3,5-difluorophenyl)methylamine